1-(4-(difluoromethoxy)phenyl)-3-methyl-5-(methylamino)-1H-pyrazole-4-carboxylic acid FC(OC1=CC=C(C=C1)N1N=C(C(=C1NC)C(=O)O)C)F